FC1=CC=C(CC2=CSC=3N4C(COCC32)=NN=C4C)C=C1 3-(4-fluorobenzyl)-9-methyl-4H,6H-thieno[2,3-e][1,2,4]triazolo[3,4-c][1,4]oxazepine